FC1=CC(=C(C=C1)NC1=C(C(=O)OC)C=C(C=C1)C(F)(F)F)C methyl 2-((4-fluoro-2-methylphenyl)amino)-5-(trifluoromethyl)benzoate